ClC1=CC(=C(OC2=C(C=NN2C2CCOCC2)C(=O)N[C@@H]2C(NC3=C(C(=N2)C2=CC=CC=C2)C=CC=C3F)=O)C(=C1)F)F 5-(4-Chloro-2,6-difluorophenoxy)-N-[(3S)-9-fluoro-2-oxo-5-phenyl-1,3-dihydro-1,4-benzodiazepin-3-yl]-1-(oxan-4-yl)pyrazole-4-carboxamide